phenyl-2-[methoxyphenyl-[1,3]dioxepan-2-yl]methyldibenzothiophenium C1(=CC=CC=C1)C1=C(C=CC=2[SH+]C3=C(C21)C=CC=C3)CC3(OCCCC(O3)OC)C3=CC=CC=C3